Naphthaldehyde dimethyl acetal COC(C1=CC=CC2=CC=CC=C12)OC